C(=O)(OCC1C2=CC=CC=C2C2=CC=CC=C12)N[C@@H](C(C)C)C(=O)O N-Fmoc-L-valine